C12CNCC(CCC1)C2 3-Azabicyclo[3.3.1]nonane